Cl.N1C[C@@H](CCCC1)O (R)-azepan-3-ol hydrochloride